The molecule is a monocarboxylic acid that is cyclopropanecarboxylic acid that is substituted by a 3,5-dichlorophenylcarbamoyl group at position 1. It is a plant growth regulator which is used as a cotton harvest aid. It has a role as a plant growth regulator and a fungicide. It is a dichlorobenzene, a member of cyclopropanes, an anilide and a monocarboxylic acid. C1CC1(C(=O)NC2=C(C=C(C=C2)Cl)Cl)C(=O)O